N-((1,2,3,5,6,7-Hexahydro-s-indacen-4-yl)carbamoyl)-1-(2-(methylthio)ethyl)azetidine-3-sulfonamide, Potassium Salt [K].C1CCC2=C(C=3CCCC3C=C12)NC(=O)NS(=O)(=O)C1CN(C1)CCSC